CCCCCCCCCCCCCCCCCCCCCCCCCC(=O)N[C@@H](COP(=O)(O)O)[C@@H](/C=C/CCCCCCCCCCCCC)O The molecule is a ceramide 1-phosphate that is the N-hexacosanoyl derivative of sphingosine. It derives from a sphingosine and a hexacosanoic acid. It is a conjugate acid of a N-hexacosanoylsphingosine 1-phosphate(2-).